Cl.N[C@@H](CC(=O)OCC)C=1C=C(C=C(C1F)C1CC1)C1=C(C(=C(C=C1C)C)C)OCCCC=C Ethyl (S)-3-amino-3-(5-cyclopropyl-4-fluoro-3',4',6'-trimethyl-2'-(pent-4-en-1-yloxy)-[1,1'-biphenyl]-3-yl)propanoate hydrochloride